thioxanone S1OC(CCC1)=O